rac-(2R,4R)-6-chloro-4-hydroxy-N-(4-{5-[(1S,3S)-3-(trifluoromethoxy)cyclobutyl]-1,3,4-oxadiazol-2-yl}bicyclo[2.1.1]hex-1-yl)-3,4-dihydro-2H-1-benzopyran-2-carboxamide ClC=1C=CC2=C([C@@H](C[C@@H](O2)C(=O)NC23CCC(C2)(C3)C=3OC(=NN3)C3CC(C3)OC(F)(F)F)O)C1 |r|